7,8-dichloro-6-(2,6-difluorophenyl)-N-methyl-4H-[1,2,4]triazolo[1,5-a][1,4]benzodiazepine-2-carboxamide ClC1=C(C=CC2=C1C(=NCC=1N2N=C(N1)C(=O)NC)C1=C(C=CC=C1F)F)Cl